ClC=1C=C2CCN(CC2=C(C1)[C@H]1NCCC1)C(COC)=O (S)-2-(6-chloro-2-(2-methoxyacetyl)-1,2,3,4-tetrahydroisoquinolin-8-yl)pyrrolidin